BrC1=CC=C(C=2CC(OC21)(C)C)C[C@@H](C(=O)OC)NC(C2=C(C=CC=C2Cl)Cl)=O methyl (S)-3-(7-bromo-2,2-dimethyl-2,3-dihydrobenzofuran-4-yl)-2-(2,6-dichlorobenzamido)propanoate